pyrrolo[3,2-c]pyridine-2-ylmethanamine N1C(=CC=2C=NC=CC21)CN